C(CCCCCCC)(=O)C(C(=O)[O-])(C(C)O)CC octanoyl-ethyl-3-hydroxybutyrate